methyl 4-({6-bromoimidazo[1,2-a]pyrazin-8-yl}methyl)-3-fluorobenzoate BrC=1N=C(C=2N(C1)C=CN2)CC2=C(C=C(C(=O)OC)C=C2)F